C(C)(=O)C1=C(C(=NC=C1)C(C)C)N1C(N=C(C2=C1N=C(C(=C2)Cl)C2=C(C=CC=C2O)F)N2[C@H](CNCC2)C)=O 1-(4-acetyl-2-isopropylpyridin-3-yl)-6-chloro-7-(2-fluoro-6-hydroxyphenyl)-4-((S)-2-Methylpiperazin-1-yl)pyrido[2,3-d]pyrimidin-2(1H)-one